4'-(4-(3-(3,5-diamino-6-chloropyrazine-2-carbonyl)guanidino)butyl)-[1,1'-biphenyl]-4-carboxylic acid NC=1C(=NC(=C(N1)N)Cl)C(=O)NC(NCCCCC1=CC=C(C=C1)C1=CC=C(C=C1)C(=O)O)=N